4-(4-(2,5-Diazabicyclo[2.2.2]octan-2-yl)-8-fluoro-2-(((2S,7aR)-2-fluorotetrahydro-1H-pyrrolizin-7a(5H)-yl-2-d)methoxy)pyrido[4,3-d]pyrimidin-7-yl)-5-ethynyl-6-fluoronaphthalen-2-ol C12N(CC(NC1)CC2)C=2C1=C(N=C(N2)OC[C@@]23CCCN3C[C@@](C2)([2H])F)C(=C(N=C1)C1=CC(=CC2=CC=C(C(=C12)C#C)F)O)F